(Z)-5-(2-(Difluoromethoxy)-6-fluorophenyl)-3-(1-((1-methyl-1H-pyrazol-4-yl)amino)ethylidene)-1H-pyrrolo[2,3-c]pyridin-2(3H)-one FC(OC1=C(C(=CC=C1)F)C=1C=C/2C(=CN1)NC(\C2=C(\C)/NC=2C=NN(C2)C)=O)F